C(C)OC(C1=C(C(=C(C=C1)F)NC(=O)C=1N(N=CC1F)CC1=CC=CC=C1)F)=O 3-(2-benzyl-4-fluoropyrazole-3-amido)-2,4-difluorobenzoic acid ethyl ester